C(#N)C1=CC2=C(CN(CC2C2=C(C=CC=C2)C=2C(=NN(C2)CC(=O)O)C(F)(F)F)C(\C=C\CN(C)C)=O)S1 (E)-2-(4-(2-(2-Cyano-6-(4-(dimethylamino)but-2-enoyl)-4,5,6,7-tetrahydrothieno[2,3-c]pyridin-4-yl)phenyl)-3-(trifluoromethyl)-1H-pyrazol-1-yl)acetic acid